6-(((2R,4S)-4-(benzyloxy)-1-(tert-butoxycarbonyl)pyrrolidin-2-yl)methoxy)-3-fluoro-4-methyl-2-(((R)-1,1,1-trifluoropropan-2-yl)oxy)benzoic acid C(C1=CC=CC=C1)O[C@H]1C[C@@H](N(C1)C(=O)OC(C)(C)C)COC1=CC(=C(C(=C1C(=O)O)O[C@@H](C(F)(F)F)C)F)C